(E)-2-chloro-4-(2-ethoxyvinyl)pyrimidine ClC1=NC=CC(=N1)\C=C\OCC